methyl N-[5-[6-[ethyl-(4-fluoro-3-methoxy-phenyl)carbamoyl]-8-methyl-imidazo[1,2-a]pyridin-3-yl]-2-pyridyl]carbamate C(C)N(C(=O)C=1C=C(C=2N(C1)C(=CN2)C=2C=CC(=NC2)NC(OC)=O)C)C2=CC(=C(C=C2)F)OC